BrC=1C(=NN2C1CC[C@@](C2)(CC2COC2)C)C2=NC=C(C=C2)F |r| Racemic-3-Bromo-2-(5-fluoropyridin-2-yl)-6-methyl-6-(oxetan-3-ylmethyl)-4,5,6,7-tetrahydropyrazolo[1,5-a]pyridine